C(C(=C)C)(=O)OCCCCCCCCCCCSC=1SC(=NN1)S 2-(11-methacryloxyundecylthio)-5-mercapto-1,3,4-thiadiazole